[6-Fluoro-5-(5-methyl-1H-pyrrolo[2,3-b]pyridin-3-ylmethyl)-pyridin-2-yl]-(2-methylamino-pyridin-3-ylmethyl)-amine FC1=C(C=CC(=N1)NCC=1C(=NC=CC1)NC)CC1=CNC2=NC=C(C=C21)C